NC1=NC=CC=C1C1=NC=2C(=NC(=CC2)N2N=C(C=C2)Cl)N1C=1C=C2CC[C@@H](C2=CC1)NC(C1=CC(=C(C=C1)OCC1=CC=CC=C1)C1OCCO1)=O N-[(1S)-5-[2-(2-aminopyridin-3-yl)-5-(3-chloropyrazol-1-yl)imidazo[4,5-b]pyridin-3-yl]-2,3-dihydro-1H-inden-1-yl]-4-(benzyloxy)-3-(1,3-dioxolan-2-yl)benzamide